COC1=CC=C(C=C1)C1=NN(C(=C1O)C)C 3-(4-Methoxyphenyl)-1,5-dimethyl-1H-pyrazole-4-ol